OC1=CC(=CC2=C1OC(O2)(C2=CC=CC=C2)C2=CC=CC=C2)C(=O)O 7-hydroxy-2,2-diphenylbenzo[d][1,3]dioxole-5-carboxylic acid